1-amino-5-(2-boronoethyl)-2-(4-chlorobenzyl)cyclohex-2-enecarboxylic acid hydrochloride Cl.NC1(C(=CCC(C1)CCB(O)O)CC1=CC=C(C=C1)Cl)C(=O)O